ClC=1C(=NC=C(C1)Cl)C(=O)N 3,5-dichloropyridinecarboxamide